C1(=CC=CC=C1)C(C=CC1=CC=C(C=C1)OCC1=CC=CC=C1)=O phenyl-3-(4-benzyloxyphenyl)prop-2-en-1-one